cis-2-((2-chloro-5-(1,1-difluoroethyl)pyrimidin-4-yl)oxy)cyclopentan-1-ol ClC1=NC=C(C(=N1)O[C@@H]1[C@@H](CCC1)O)C(C)(F)F